lithium fluorolithium salt F[Li].[Li]